CN1N=C2C(C(N(C=3C(=NC=CC23)NC(=O)C2CC2)C)C)=N1 N-(2,4,5-trimethyl-4,5-dihydro-2H-[1,2,3]triazolo[4,5-c][1,7]naphthyridin-6-yl)cyclopropanecarboxamide